3-amino-3-imino-2,2-dimethylpropionic acid ethyl ester C(C)OC(C(C(=N)N)(C)C)=O